5-(2-cyclohexylquinolin-8-yl)-6-ethylpyridin-2-amine C1(CCCCC1)C1=NC2=C(C=CC=C2C=C1)C=1C=CC(=NC1CC)N